3-pyridyl-5α-androst-16-ene N1=CC(=CC=C1)C[C@@]12C=CC[C@H]1[C@@H]1CC[C@H]3CCCC[C@]3(C)[C@H]1CC2